N-(4-((1R,3R)-2-(bicyclo[1.1.1]pentan-1-yl)-3-methyl-2,3,4,9-tetrahydro-1H-pyrido[3,4-b]indol-1-yl)phenyl)-1-((S)-2-fluoropropyl)azetidin-3-amine C12(CC(C1)C2)N2[C@@H](C=1NC3=CC=CC=C3C1C[C@H]2C)C2=CC=C(C=C2)NC2CN(C2)C[C@H](C)F